N[C@H](C(=O)NC1=CC(=C(C=C1)F)F)C(C)C (S)-2-amino-N-(3,4-difluorophenyl)-3-methylbutanamide